3-[4-amino-3-(2-fluoro-4-phenoxy-phenyl)pyrazolo[3,4-d]pyrimidin-1-yl]piperidine NC1=C2C(=NC=N1)N(N=C2C2=C(C=C(C=C2)OC2=CC=CC=C2)F)C2CNCCC2